ClC1=NC2=C(C=C(C=C2C=C1CN1N=NC(=C1C)C(C)=O)C)C 2-chloro-6,8-dimethyl-3-((4-acetyl-5-methyl-1H-1,2,3-triazol-1-yl)methyl)quinoline